C(CC(=O)C)(=O)OCC(C(CCC)OC(CC(=O)C)=O)CC 2-Ethyl-1,3-hexandiol diacetoacetat